OC1=CC(=NC(=C1)C(=O)[O-])C(=O)OC Methyl 4-hydroxypyridine-2,6-dicarboxylate